C(C)(C)(C)OC(=O)N1C=CC2=C(C(=CC(=C12)C)OC)CN1[C@@H](CC(CC1)C1=CC=NN1C)C1=CC=C(C=C1)C(=O)OC (S)-5-methoxy-4-((2-(4-(methoxycarbonyl)phenyl)-4-(1-methyl-1H-pyrazol-5-yl)piperidin-1-yl)methyl)-7-methyl-1H-indole-1-carboxylic acid tert-butyl ester